O=C(CC(=O)SCCN)CCCCCCC S-3-oxodecanoyl-cysteamine